(2,2'',6,6''-tetramethyl-[1,1':3',1''-terphenyl]-5'-yl)-1H-imidazole 3-oxide CC1=C(C(=CC=C1)C)C1=CC(=CC(=C1)N1C=[N+](C=C1)[O-])C1=C(C=CC=C1C)C